N-(3-(Dimethylamino)propyl)methacrylamide CN(CCCNC(C(=C)C)=O)C